N[C@@H](C=1C=CC2=C(N([C@H](C(N[C@@H](C2)CO[Si](C2=CC=CC=C2)(C2=CC=CC=C2)C(C)(C)C)=O)C(C)C)C)C1)C1=CC=CC=C1 |o1:1| (2S,5S)-9-((R*)-amino(phenyl)methyl)-5-(((tert-butyldiphenylsilyl)oxy)methyl)-2-isopropyl-1-methyl-1,4,5,6-tetrahydrobenzo[e][1,4]diazocin-3(2H)-one